ClC=1C=C(C=C(C1)NS(=O)(=O)C)NC(=O)C1=CN(C(=C1)C1=NC=C(C=N1)N1CC(C1)F)C N-(3-chloro-5-(methylsulfonamido)phenyl)-5-(5-(3-fluoroazetidin-1-yl)pyrimidin-2-yl)-1-methyl-1H-pyrrole-3-carboxamide